4-[1-(6-Cyclopropylpyrazin-2-yl)ethoxy]-6-[5-methyl-1-[1-(oxetan-3-yl)-4-piperidinyl]triazol-4-yl]pyrazolo[1,5-a]pyridine-3-carbonitrile C1(CC1)C1=CN=CC(=N1)C(C)OC=1C=2N(C=C(C1)C=1N=NN(C1C)C1CCN(CC1)C1COC1)N=CC2C#N